tert-Butyl ((2S)-1-((4-(((3'-(diethylamino)-3-oxo-3H-spiro[isobenzofuran-1,9'-xanthen]-6'-yl)oxy)methyl)phenyl)amino)-4-methyl-1-oxopentan-2-yl)carbamate C(C)N(C=1C=CC=2C3(C4=CC=C(C=C4OC2C1)OCC1=CC=C(C=C1)NC([C@H](CC(C)C)NC(OC(C)(C)C)=O)=O)OC(C1=CC=CC=C13)=O)CC